C(CC(O)(C(=O)O)CC(=O)O)(=O)O.C(C)(=O)[O-].[Na+] sodium acetate, citric acid salt